CC1=NOC(=C1C1=CC=C2C(=CNC2=C1)C1=NC(=NC=C1C(F)(F)F)NC1C[C@H]2CC[C@@H]1N2C(=O)OC(C)(C)C)C tert-butyl (1R,2R,4S)-3-[[4-[6-(3,5-dimethylisoxazol-4-yl)-1H-indol-3-yl]-5-(trifluoromethyl)pyrimidin-2-yl]-amino]-7-azabicyclo-[2.2.1]-heptane-7-carboxylate